CC1=C(C=C(C=C1)[C@]12[C@@H]([C@H]([C@@H]([C@](CO1)(O2)C(C)(C)O)OC(C)=O)OC(C)=O)OC(C)=O)CC2=CC=C(C=C2)CCCC(=O)O 4-[4-[[2-methyl-5-[(1S,2S,3S,4R,5S)-2,3,4-triacetoxy-1-(1-hydroxy-1-methyl-ethyl)-6,8-dioxabicyclo[3.2.1]octan-5-yl]phenyl]methyl]phenyl]butanoic acid